CC1=CC=C(C=C1)S(=O)(=O)OC[C@@H]1C(C1)(F)F |r| racemic-(2,2-difluorocyclopropyl)methyl 4-methylbenzenesulfonate